ClC1=NC=C(C(=N1)NCC1=CC=C(C=C1)C=1N(C=C(C1)Cl)C)NC 2-chloro-N4-(4-(4-chloro-1-methyl-1H-pyrrol-2-yl)benzyl)-N5-methylpyrimidine-4,5-diamine